5-chloro-1-(1-cyclopropyl-1H-pyrazol-4-yl)-6-(2-methyl-4-(3-methyloxetan-3-yl)piperazin-1-yl)-1H-indazole ClC=1C=C2C=NN(C2=CC1N1C(CN(CC1)C1(COC1)C)C)C=1C=NN(C1)C1CC1